benzyl (S)-(6-(3-(azetidin-3-yloxy)propyl)-7-chloro-1-methyl-2-oxo-1,2,3,4,5,6-hexahydrobenzo[b][1,4]diazocin-3-yl)carbamate N1CC(C1)OCCCN1C2=C(N(C([C@H](CC1)NC(OCC1=CC=CC=C1)=O)=O)C)C=CC=C2Cl